C1OCC12CC(C2)NC2=NC1=C(C=C(C=C1C=N2)C2=CC=C1C(=NC=NN12)NS(=O)(=O)C1=C(C=CC=C1)Cl)CC N-(7-(2-((2-oxaspiro[3.3]heptan-6-yl)amino)-8-ethylquinazolin-6-yl)pyrrolo[2,1-f][1,2,4]triazin-4-yl)-2-chlorobenzenesulfonamide